(R)-N-((2-(2-(4-amino-3,3-difluoropiperidin-1-yl)pyrimidin-4-yl)-1,6-naphthyridin-7-yl)methyl)-3-fluoro-5-(methylsulfonyl)benzamide N[C@H]1C(CN(CC1)C1=NC=CC(=N1)C1=NC2=CC(=NC=C2C=C1)CNC(C1=CC(=CC(=C1)S(=O)(=O)C)F)=O)(F)F